T-butyl-(3-cyclopropylphenoxy)dimethylsilane C(C)(C)(C)[Si](C)(C)OC1=CC(=CC=C1)C1CC1